FC1=CC=C(C=C1)N1C(N(C=C(C1=O)C(=O)O)C)=O 3-(4-fluorophenyl)-1-methyl-2,4-dioxo-1,2,3,4-tetrahydropyrimidin-5-carboxylic acid